FC1=CC(=CC=2N(C(=NC21)C)C(C)C)C=2C=CN1N=C(N=CC12)N[C@@H]1CC[C@H](CC1)N(C)C trans-N1-(5-(4-fluoro-1-isopropyl-2-methyl-1H-benzo[d]imidazol-6-yl)pyrrolo[2,1-f][1,2,4]triazin-2-yl)-N4,N4-dimethylcyclohexane-1,4-diamine